3-(1-aminoethyl)aniline NC(C)C=1C=C(N)C=CC1